(3-cyclopropyl-4-(6-methylpyridin-2-yl)-1H-pyrazol-1-yl)-N-((2-(2,6-dioxopiperidin-3-yl)-1,3-dioxoisoindolin-5-yl)methyl)spiro[3.3]heptane-2-carboxamide C1(CC1)C1=NN(C=C1C1=NC(=CC=C1)C)C1C(CC12CCC2)C(=O)NCC=2C=C1C(N(C(C1=CC2)=O)C2C(NC(CC2)=O)=O)=O